2-(perfluoro-5-methylhexyl)-2-hydroxypropyl methacrylate C(C(=C)C)(=O)OCC(C)(O)C(C(C(C(C(C(F)(F)F)(C(F)(F)F)F)(F)F)(F)F)(F)F)(F)F